(R)-2-oxo-1,3'-bipiperidine-1'-carboxylic acid tert-butyl ester C(C)(C)(C)OC(=O)N1C[C@@H](CCC1)N1C(CCCC1)=O